4-[[(7R)-8-cyclopentyl-7-ethyl-5-methyl-6-oxo-7H-pteridin-2-yl]amino]-3-methoxy-N-[2-[2-(4-piperidyloxy)ethoxy]ethyl]benzamide C1(CCCC1)N1[C@@H](C(N(C=2C=NC(=NC12)NC1=C(C=C(C(=O)NCCOCCOC2CCNCC2)C=C1)OC)C)=O)CC